FC=1C=C(CNC(CC2C(NC3=C(S2)N=CC=C3)=O)=O)C=CC1F N-(3,4-difluorobenzyl)-2-(2-oxo-2,3-dihydro-1H-pyrido[2,3-b][1,4]thiazin-3-yl)acetamide